N=C1SC=CC(N1)=O 2-imino-2,3-dihydro-4H-1,3-thiazin-4-one